NC=1N=NC(=CC1NC12CC(C1)(C2)NC(C)=O)C2=C(C=CC=C2)O N-(3-((3-amino-6-(2-hydroxyphenyl)pyridazin-4-yl)amino)bicyclo[1.1.1]pentan-1-yl)acetamide